F[C@H]1[C@@H]2CCC(C[C@H]1N(C=1N=CC(=NC1)C1=C(C=3N(C=C1)C=NN3)O)C)N2 7-(5-{[(1S,2S,3R)-2-fluoro-8-azabicyclo[3.2.1]octan-3-yl](methyl)amino}pyrazin-2-yl)-[1,2,4]triazolo[4,3-a]pyridin-8-ol